[1-(3-methoxypropyl)cyclohexyl]methanol COCCCC1(CCCCC1)CO